benzazepine-7-amine N1=CC=CC=C2C1=CC=C(C2)N